N-hydroxy-N'-phenyl-octanediamide ONC(CCCCCCC(=O)NC1=CC=CC=C1)=O